[Ca+2].P(=O)(O)(O)[O-].P(=O)(O)(O)[O-] bis(dihydrogen orthophosphate) calcium